3-chloro-N-((3-chloropyrazin-2-yl)methyl)-2-bromoisonicotinamide ClC1=C(C(=O)NCC2=NC=CN=C2Cl)C=CN=C1Br